tert-butyl N-[(1S)-1-{[(1S)-1-cyclohexyl-2-oxo-2-[(2S)-2-(4-{3-[(5-oxopentyl)oxy]benzoyl}-1,3-thiazol-2-yl)pyrrolidin-1-yl]ethyl]carbamoyl}ethyl]-N-methylcarbamate C1(CCCCC1)[C@@H](C(N1[C@@H](CCC1)C=1SC=C(N1)C(C1=CC(=CC=C1)OCCCCC=O)=O)=O)NC(=O)[C@H](C)N(C(OC(C)(C)C)=O)C